FC(C1=NN=C(O1)C1=CC(=C(CN2N=NC(=C2)C2=CC=C3C(=NC=NC3=C2)N)C=C1F)F)F 7-(1-(4-(5-(difluoromethyl)-1,3,4-oxadiazol-2-yl)-2,5-difluorobenzyl)-1H-1,2,3-triazol-4-yl)quinazolin-4-amine